C(C)(C)(C)OC(N[C@@H](C1CCC(CC1)C)C1=NC2=C(N1)C=CC(=C2F)CN2C(CCC2)=O)=O N-[(S)-{4-fluoro-5-[(2-oxopyrrolidin-1-yl)methyl]-1H-benzimidazol-2-yl}(4-methylcyclohexyl)methyl]carbamic acid tert-butyl ester